C(C)(C)(C)OC(=O)N1[C@@H]2CN([C@H](C1)C2)CC2=CC=C(C=C2)C(NC=2SC1=C(N2)C=CC=C1)=O (1S,4S)-5-(4-(benzo[d]thiazol-2-ylcarbamoyl)benzyl)-2,5-diazabicyclo[2.2.1]heptane-2-carboxylic acid tert-butyl ester